COCOC1=C(C=CC=C1)C1=CC(=C(N=N1)N)N1CC2CCC(C1)N2C2=CC(=NC=C2)C#CCN2C[C@H](CC2)C 6-(2-(methoxymethoxy)phenyl)-4-(8-(2-(3-((S)-3-methylpyrrolidin-1-yl)prop-1-yn-1-yl)pyridin-4-yl)-3,8-diazabicyclo[3.2.1]octan-3-yl)pyridazin-3-amine